C1=CC=CC=2C3=CC=CC=C3C(C12)COC(=O)N[C@@H](CC(C)C)C(=O)O N-(9-fluorenylmethoxycarbonyl)-L-leucine